C(CCCCCCCCCCCCCCC)[NH+](CCO)CCCCCCCCCCCCCCCC dipalmityl-hydroxyethyl-ammonium